4-(4-((4-(((tetrahydrofuran-3-yl)amino)methyl)phenyl)ethynyl)phenyl)imidazolin-2-one O1CC(CC1)NCC1=CC=C(C=C1)C#CC1=CC=C(C=C1)C1NC(NC1)=O